8-n-propylcarbonyltetracyclo[4.4.0.12,5.17,10]dodec-3-ene C(CC)C(=O)C1C2C3C4C=CC(C3C(C1)C2)C4